ClC=1C=CC(=NC1)N1CCN(CC1)CC1=CN=C2C=C(C(NC2=C1)=O)CC 7-((4-(5-Chloropyridin-2-yl)piperazin-1-yl)methyl)-3-ethyl-1,5-naphthyridin-2(1H)-one